ClC1=NC(=C(C(=O)OC)C=C1)OC methyl 6-chloro-2-methoxynicotinate